tris(2-tert-butyl-4-(3-tert-butyl-4-hydroxy-5-methylphenylsulfanyl)-5-methylphenyl) phosphite P(OC1=C(C=C(C(=C1)C)SC1=CC(=C(C(=C1)C)O)C(C)(C)C)C(C)(C)C)(OC1=C(C=C(C(=C1)C)SC1=CC(=C(C(=C1)C)O)C(C)(C)C)C(C)(C)C)OC1=C(C=C(C(=C1)C)SC1=CC(=C(C(=C1)C)O)C(C)(C)C)C(C)(C)C